tert-butyl 4-(7-bromo-6-chloro-8-cyclopropoxy-2-(((S)-1-methylpyrrolidin-2-yl)methoxy)quinazolin-4-yl)-2-(cyanomethyl)piperazin-1-carboxylate BrC1=C(C=C2C(=NC(=NC2=C1OC1CC1)OC[C@H]1N(CCC1)C)N1CC(N(CC1)C(=O)OC(C)(C)C)CC#N)Cl